7-[5-(4-benzyloxy-2-ethyl-5-methyl-pyrazol-3-yl)-4-[(4-methoxyphenyl)-methyl]-1,2,4-triazol-3-yl]-N-[(2,4-dimethoxyphenyl)methyl]-3-methyl-pyrrolo[1,2-c]-pyrimidine-5-carboxamide C(C1=CC=CC=C1)OC1=C(N(N=C1C)CC)C=1N(C(=NN1)C1=CC(=C2N1C=NC(=C2)C)C(=O)NCC2=C(C=C(C=C2)OC)OC)CC2=CC=C(C=C2)OC